C(C=C)(=O)N1CC(C1)OCCN1C(C(=CC2=C1N=C(N=C2)NC(OC)=O)C2=C(C(=CC(=C2Cl)OC)OC)Cl)=O methyl (8-(2-((1-acryloylazetidin-3-yl)oxy)ethyl)-6-(2,6-dichloro-3,5-dimethoxy-phenyl)-7-oxo-7,8-dihydropyrido[2,3-d]pyrimidin-2-yl)carbamate